ClC1=C2OC=3C=C(C(=CC3C(C2=CC=C1)=O)F)N1CC(CC1)C(=O)O 1-(5-chloro-2-fluoro-9-oxo-xanthen-3-yl)pyrrolidine-3-carboxylic acid